C1(CC1)COC1=CC=C(N=N1)NC([C@H](C)N1CC(C(CC1)(F)F)C1=CN(C(C=C1)=O)CCS(=O)(=O)C)=O (2S)-N-(6-(cyclopropyl-methoxy)pyridazin-3-yl)-2-(4,4-difluoro-3-(1-(2-(methylsulfonyl)ethyl)-6-oxo-1,6-dihydropyridin-3-yl)piperidin-1-yl)propanamide